N-(1-(2-(cyclopropanesulfonamido)pyrimidin-4-yl)propyl)-4-(5-(trifluoromethyl)pyridin-3-yl)benzamide C1(CC1)S(=O)(=O)NC1=NC=CC(=N1)C(CC)NC(C1=CC=C(C=C1)C=1C=NC=C(C1)C(F)(F)F)=O